N-[4-cyclopropyl-1-(2-ethyl-4-methylanilino)-1-oxobutan-2-yl]-3,6,6-trimethyl-4-oxo-5,7-dihydro-1H-indole-2-carboxamide C1(CC1)CCC(C(=O)NC1=C(C=C(C=C1)C)CC)NC(=O)C=1NC=2CC(CC(C2C1C)=O)(C)C